N-[3-chloro-4-(3-hydroxyazetidine-1-carbonyl)phenyl]-4-cyclopropyl-3-{imidazo[1,2-a]pyridin-5-yl}-1,2-thiazole-5-carboxamide ClC=1C=C(C=CC1C(=O)N1CC(C1)O)NC(=O)C1=C(C(=NS1)C1=CC=CC=2N1C=CN2)C2CC2